2-(4-bromo-3-isopropyl-6-oxopyridazin-1(6H)-yl)acetic acid BrC=1C(=NN(C(C1)=O)CC(=O)O)C(C)C